BrC1=C(C=CC=C1CBr)C1=CC=CC=C1 2-bromo-3-bromomethyl-1,1'-biphenyl